C(C)OC(CNC([C@H](C(OCC1=CC=CC=C1)CC(OC)OC)NC(=O)OC(C)(C)C)=O)=O (S)-2-(3-(benzyloxy)-2-(tert-butoxycarbonylamino)-N-(2,2-dimethoxyethyl)propionylamino)acetic acid ethyl ester